N-acryloyltris(hydroxymethyl)aminomethane C=CC(=O)NC(CO)(CO)CO